N1=C2N(N=C1)CCC2=O pyrrolo[1,2-b][1,2,4]triazol-7(6H)-one